4-chloro-7-methoxy-2-(pyridin-3-yl)quinazoline ClC1=NC(=NC2=CC(=CC=C12)OC)C=1C=NC=CC1